CN(C(OC(C)(C)C)=O)CCC[C@@H](CC(NC=1SC2=C(N1)C=CC=C2OCCC)=O)NC(C2=CC(=CC=C2)C2=NOC(=N2)C)=O tert-butyl N-methyl-N-[(4S)-4-[[3-(5-methyl-1,2,4-oxadiazol-3-yl)benzoyl]amino]-6-oxo-6-[(7-propoxy-1,3-benzothiazol-2-yl)amino]hexyl]carbamate